6-cyano-N-(1H-indol-3-yl)-1-methyl-indazole-3-carboxamide C(#N)C1=CC=C2C(=NN(C2=C1)C)C(=O)NC1=CNC2=CC=CC=C12